1-isopropyl-cyclopropane-1,2,3-tricarboxylic acid C(C)(C)C1(C(C1C(=O)O)C(=O)O)C(=O)O